1-ethyl-7-(2-methyl-6-(1H-1,2,4-triazol-3-yl)pyridin-3-yl)-3,4-dihydropyrazino[2,3-b]pyrazin-2(1H)-one C(C)N1C(CNC=2C1=NC(=CN2)C=2C(=NC(=CC2)C2=NNC=N2)C)=O